2-[2-[2-(3-methoxy-4-nitro-pyrazol-1-yl)ethoxy]ethoxy]ethanamine COC1=NN(C=C1[N+](=O)[O-])CCOCCOCCN